(9-fluoro-3,5-dihydro-2H-pyrido[3,4-f][1,4]oxazepin-4-yl)-[1-[5-fluoro-4-(2-methoxyethoxy)pyrimidin-2-yl]-4-piperidyl]methanone FC1=CN=CC=2CN(CCOC21)C(=O)C2CCN(CC2)C2=NC=C(C(=N2)OCCOC)F